CC1=C(CCN1C(=O)OC(C)(C)C)OS(=O)(=O)C(F)(F)F tert-butyl 5-methyl-4-(((trifluoromethyl) sulfonyl) oxy)-2,3-dihydro-1H-pyrrole-1-carboxylate